ClC1=C(C=C(C(=O)O)C=C1)N1C(NC(CC1)=O)=O 4-chloro-3-(2,4-dioxo-tetrahydropyrimidin-1(2H)-yl)benzoic acid